8-chloro-6-(4-(piperidin-4-yl)piperazin-1-yl)isoquinolin-1(2H)-one hydrochloride Cl.ClC=1C=C(C=C2C=CNC(C12)=O)N1CCN(CC1)C1CCNCC1